4-((4-aminophenyl)thio)-3-isobutylbenzenamine NC1=CC=C(C=C1)SC1=C(C=C(C=C1)N)CC(C)C